CNCC1=CC=CC=C1 Methylbenzylamine